(endo)-2-((5-(2-fluoro-5-methylphenyl)-2,3-dihydro-1H-indol-1-yl)carbonyl)-7-azabicyclo[2.2.1]heptan-7-carbonitrile FC1=C(C=C(C=C1)C)C=1C=C2CCN(C2=CC1)C(=O)C1C2CCC(C1)N2C#N